ClC=1C(=NC=CC1)/C=C/S(=O)(=O)C1=CC=C(OCC(=O)N2CCN(CC2)C)C=C1 (E)-2-(4-(2-(3-chloropyridin-2-yl)vinylsulfonyl)phenoxy)-1-(4-methylpiperazin-1-yl)ethanone